N-(4-methoxybenzyl)-4-(3-(pyridin-4-ylmethyl)ureido)benzenesulfonamide COC1=CC=C(CNS(=O)(=O)C2=CC=C(C=C2)NC(=O)NCC2=CC=NC=C2)C=C1